2,5-dimethylhexane-2,5-diol CC(C)(CCC(C)(O)C)O